COC=1C=C2C(=CC=NC2=CC1OC)OC=1C=CC(=NC1)NC(=O)C1=NN(C=C(C1=O)C1=CC=C(C=C1)F)C1CCOCC1 N-(5-((6,7-dimethoxyquinolin-4-yl)oxy)pyridin-2-yl)-5-(4-fluorophenyl)-4-oxo-1-(tetrahydro-2H-pyran-4-yl)-1,4-dihydropyridazine-3-carboxamide